C(C)(C)(C)OOC1=C(C(=C(C=C1)C(C)C)C(C)C)OOC(C)(C)C di(t-butylperoxy)-diisopropylbenzene